7-chloronaphtho[1,2-b]benzothiophene ClC1=CC=CC2=C1C1=C(S2)C=2C=CC=CC2C=C1